(3S,4r,5R)-1-(3-phenylpropyl)piperidine-3,4,5-triol C1(=CC=CC=C1)CCCN1C[C@@H](C([C@@H](C1)O)O)O